Lanthanum sulfosalicylate S(=O)(=O)(O)OC=1C(C(=O)[O-])=CC=CC1.[La+3].S(=O)(=O)(O)OC=1C(C(=O)[O-])=CC=CC1.S(=O)(=O)(O)OC=1C(C(=O)[O-])=CC=CC1